F[C@H]1CN(CC[C@H]1NC=1C=2N(C=CC1)C(=C(N2)C#CCNC2=C(C=C(C(=O)NC(C)C)C=C2)OC)CC(F)(F)F)C 4-{[3-(8-{[(3S,4R)-3-fluoro-1-methylpiperidin-4-yl]amino}-3-(2,2,2-trifluoroethyl)imidazo[1,2-a]pyridin-2-yl)prop-2-yn-1-yl]amino}-N-isopropyl-3-methoxybenzamide